2,6-Difluoro-4-chlorobenzyl bromide FC1=C(CBr)C(=CC(=C1)Cl)F